C(\C=C/C(=O)O)(=O)NN maleoic acid hydrazide